IC1=C(C(=CC(=C1)C(C(F)(F)F)(C(C(F)(F)F)(F)F)F)OC(F)(F)F)NC(C1=C(C(=CC=C1)NO)F)=O N-(2-iodo-4-(perfluorobutan-2-yl)-6-(trifluoromethoxy)phenyl)-2-fluoro-3-(hydroxyamino)benzamide